(5-((2-ethyl-2-azabicyclo[2.2.1]heptane-6-yl)oxy)-1-oxoisoindolin-2-yl)piperidine-2,6-dione C(C)N1C2C(CC(C1)C2)OC=2C=C1CN(C(C1=CC2)=O)N2C(CCCC2=O)=O